[(Z)-non-2-enyl] 8-[2-[8-[(Z)-non-2-enoxy]-8-oxo-octoxy]-3-[octyl-[2-[2-[2-[2-(2-trityloxyethoxy)ethoxy]ethoxy]ethoxy]ethyl]amino]-3-oxopropoxy]octanoate C(\C=C/CCCCCC)OC(CCCCCCCOC(COCCCCCCCC(=O)OC\C=C/CCCCCC)C(=O)N(CCOCCOCCOCCOCCOC(C1=CC=CC=C1)(C1=CC=CC=C1)C1=CC=CC=C1)CCCCCCCC)=O